1-(2-methoxy-3-pyridinyl)-1,2,4-triazole-3-carboxylic acid methyl ester COC(=O)C1=NN(C=N1)C=1C(=NC=CC1)OC